methyl-N-((4-methyl-3-oxo-3,4-dihydroquinoxalin-2-yl)methyl)carboxamide CC(=O)NCC1=NC2=CC=CC=C2N(C1=O)C